3-cyclopropylprop-2-ynoic acid ethyl ester C(C)OC(C#CC1CC1)=O